NC[C@@H](CNC(OC(C)(C)C)=O)C |o1:2| tert-Butyl (S*)-(3-amino-2-methylpropyl)carbamate